8-fluoro-2-(((2R,7aS)-2-fluorotetrahydro-1H-pyrrolizin-7a(5H)-yl)methoxy)-7-(8-(prop-1-yn-1-yl)naphthalen-1-yl)pyrido[4,3-d]pyrimidin-4-amine FC1=C(N=CC2=C1N=C(N=C2N)OC[C@]21CCCN1C[C@@H](C2)F)C2=CC=CC1=CC=CC(=C21)C#CC